C(C)(C)(C)OC(=O)N1C[C@@H](CC1)C(NC1=NN(C2=CC=C(C=C12)C1=C(C=CC(=C1)C#N)Cl)C(C1=CC=CC=C1)(C1=CC=CC=C1)C1=CC=CC=C1)=O (3R)-3-{[5-(2-chloro-5-cyanophenyl)-1-trityl-1H-indazol-3-yl]carbamoyl}pyrrolidine-1-carboxylic acid tert-butyl ester